CC(C)(C)OC(=O)NC(C(=O)OC)C(=O)C1=C2C=NN(C2=CC=C1)C1OCCCC1 Methyl 2-[(2-methylpropan-2-yl)oxycarbonylamino]-3-[1-(oxan-2-yl)indazol-4-yl]-3-oxopropanoate